2-ethyl-3-benzyloxypyridine-4-one C(C)C1=NC=CC(C1OCC1=CC=CC=C1)=O